BrCC1=CC=C(C=C1)SCOC 1-(bromomethyl)-4-[(methoxymethyl)thio]benzene